ClC1=NC=C2C=C(C(NC2=C1)=O)CC 7-chloro-3-ethyl-1,6-naphthyridin-2(1H)-one